nitro-2-(m-tolyloxy)benzene [N+](=O)([O-])C1=C(C=CC=C1)OC=1C=C(C=CC1)C